4-((2S,5R)-4-propenoyl-2,5-dimethylpiperazin-1-yl)-6,7-dichloro-1-(2-isopropyl-4-(methylthio)pyridin-3-yl)pyrido[2,3-d]Pyrimidine-2(1H)-one C(C=C)(=O)N1C[C@@H](N(C[C@H]1C)C=1C2=C(N(C(N1)=O)C=1C(=NC=CC1SC)C(C)C)N=C(C(=C2)Cl)Cl)C